methyl 7-(benzyloxy)furo[3,2-c]pyridine-6-carboxylate C(C1=CC=CC=C1)OC=1C2=C(C=NC1C(=O)OC)C=CO2